CCCCCCC(CCCCCCCCCCCCC)C=1SC=CC1 7-eicosylthiophene